NCCCP(O)(O)=O (3-aminopropyl)phosphonic acid